1-(2-(1-azido-2-hydroxyethyl)-6-cyclopropylimidazo[1,2-a]pyridin-8-yl)-3-methylimidazolidine-2,4-dione N(=[N+]=[N-])C(CO)C=1N=C2N(C=C(C=C2N2C(N(C(C2)=O)C)=O)C2CC2)C1